(R)-3-chloro-N-(Tetrahydro-2H-pyran-3-yl)pyridin-2-amine ClC=1C(=NC=CC1)N[C@H]1COCCC1